tin 2-hydroxyethyl-sulfonate OCCS(=O)(=O)[O-].[Sn+4].OCCS(=O)(=O)[O-].OCCS(=O)(=O)[O-].OCCS(=O)(=O)[O-]